C(=O)(OCC1C2=CC=CC=C2C2=CC=CC=C12)NC(C1=C(C=C(C=C1)OC)OC)C1=CC=C(C=C1)OCC(=O)O Fmoc-2,4-dimethoxy-4'-(carboxymethoxy)-benzhydryl-amine